zinc-Nickel-Oxide [Ni]=O.[Zn]